5-(2-(4'-methoxy-[1,1'-biphenyl]-4-yl)vinyl)-1H-1,2,3-triazole-4-carboxylic acid COC1=CC=C(C=C1)C1=CC=C(C=C1)C=CC1=C(N=NN1)C(=O)O